BrC1=CC=C(C=C1)[C@@H](C)N (R)-1-(4-bromophenyl)ethan-1-amine